ClC1=CC=CC=2N(C[C@@H](OC21)C)C(=O)C2=C(C=CC(=C2)I)OC [(2S)-8-chloro-2-methyl-2,3-dihydro-1,4-benzoxazin-4-yl]-(5-iodo-2-methoxy-phenyl)methanone